[Ru].ClC=1C(=C(C=CC1C)C(C)C)Cl dichloro(p-methyl-isopropyl-benzene) ruthenium